thio-terephthalate C(C1=CC=C(C(=O)[O-])C=C1)(=S)[O-]